tert-Butyl N-[1-[(3,4-dichlorophenyl)methylamino]-1-oxopropan-2-yl]carbamate ClC=1C=C(C=CC1Cl)CNC(C(C)NC(OC(C)(C)C)=O)=O